BrCC=1C=C2CN(C(C2=CC1)=O)N1C(NC(CC1)=O)=O 1-(5-(bromomethyl)-1-oxoisoindolin-2-yl)dihydropyrimidine-2,4(1H,3H)-dione